methyl 2-(5-{bis[(tert-butoxy) carbonyl] amino}-3-chloropyridin-2-yl)-2H-1,2,3-triazole-4-carboxylate C(C)(C)(C)OC(=O)N(C=1C=C(C(=NC1)N1N=CC(=N1)C(=O)OC)Cl)C(=O)OC(C)(C)C